tert-butyl (1-(5-(benzyloxy)-6-(2-cyclopropylethoxy)-3-formylpyridin-2-yl)-3-methylbutan-2-yl)carboxylate C(C1=CC=CC=C1)OC=1C=C(C(=NC1OCCC1CC1)CC(C(C)C)C(=O)OC(C)(C)C)C=O